[O-2].[O-2].[O-2].[Y+3].[Y+3] diyttrium trioxide